N=1C=C(N2C1C=CC=C2)CNC2=CC=C(C=N2)C(=O)O 6-[({Imidazo[1,2-a]pyridin-3-yl}methyl)amino]pyridine-3-carboxylic acid